cyano-5,5-difluoro-N-(1-phenyl-1H-imidazol-4-yl)piperidine-3-carboxamide tert-butyl-(2R)-2-(1-methanesulfonyl-6-nitroindol-2-yl)pyrrolidine-1-carboxylate C(C)(C)(C)OC(=O)N1[C@H](CCC1)C=1N(C2=CC(=CC=C2C1)[N+](=O)[O-])S(=O)(=O)C.C(#N)N1CC(CC(C1)(F)F)C(=O)NC=1N=CN(C1)C1=CC=CC=C1